(E)-N-(4-(4-(4-(2-amino-4-(difluoromethyl)pyrimidin-5-yl)-6-morpholino-1,3,5-triazin-2-yl)piperazin-1-yl)-4-oxobutyl)-1-(4-(dimethylamino)but-2-enoyl)-N-methylpiperidine-4-carboxamide NC1=NC=C(C(=N1)C(F)F)C1=NC(=NC(=N1)N1CCOCC1)N1CCN(CC1)C(CCCN(C(=O)C1CCN(CC1)C(\C=C\CN(C)C)=O)C)=O